C(C)(C)(C)C=1C=C(CN(C(CN(S(=O)(=O)C2=C(C(=C(C(=C2F)F)F)F)F)CC2=CC(=CC=C2)C(F)(F)F)=O)C2=C(C=C(C(=O)O)C=C2)OC2CC2)C=C(C1)C1CC1 4-(N-(3-(tert-butyl)-5-cyclopropylbenzyl)-2-(N-(3-(trifluoromethyl)benzyl)-(2,3,4,5,6-pentafluoro-phenyl)sulfonamido)acetamido)-3-cyclopropoxybenzoic acid